7-[(4,6-difluoro-1H-indol-5-yl)oxy]-3,4-dihydro-2H-isoquinolin-1-one FC1=C2C=CNC2=CC(=C1OC1=CC=C2CCNC(C2=C1)=O)F